C(C)OC(C(=O)N(C(C)C)C1=C(C(=CC(=C1)Br)F)C(C)=O)=O ((2-acetyl-5-bromo-3-fluorophenyl)(isopropyl)amino)-2-oxoacetic acid ethyl ester